[Ir]Cl.C1=CCCCCCC1 cyclooctene iridium (I) chloride